C(CCCCC[NH3+])[NH3+] hexylenediaminium